((4-aminobenzyl)amino)-7-((3,5-dimethoxyphenyl)amino)imidazo[1,2-c]pyrimidine-8-amide NC1=CC=C(CNC=2N=C3N(C=NC(=C3C(=O)N)NC3=CC(=CC(=C3)OC)OC)C2)C=C1